ClC=1C(=C(C=CC1F)NC1=NC=NC2=CC=C(C(=C12)C1=CC=C2C=NNC2=C1)NC(\C=C\CN(C)C)=O)F (E)-N-(4-((3-chloro-2,4-difluorophenyl)amino)-5-(1H-indazol-6-yl)quinazolin-6-yl)-4-(dimethylamino)but-2-enamide